ClC=1C=CC=C2C=CC=C(C12)N1CC=2N=C(N=C(C2CC1)N1C[C@@H](N(CC1)C(\C=C\COC)=O)CC#N)OC[C@H]1N(CCC1)C 2-((S)-4-(7-(8-chloronaphthalen-1-yl)-2-(((S)-1-methylpyrrolidin-2-yl)methoxy)-5,6,7,8-tetrahydropyrido[3,4-d]pyrimidin-4-yl)-1-((E)-4-methoxybut-2-enoyl)piperazin-2-yl)acetonitrile